3-fluoro-2-methyl-5-(4,4,5,5-tetramethyl-1,3,2-dioxaborolan-2-yl)pyridine FC=1C(=NC=C(C1)B1OC(C(O1)(C)C)(C)C)C